4-((1r,3r)-3-amino-2,2,4,4-tetramethylcyclobutyloxy)benzonitrile hydrochloride Cl.NC1C(C(C1(C)C)OC1=CC=C(C#N)C=C1)(C)C